FC=1C=C(C=C(C1)N1CCN(CC1)C)[C@@H](C)NC(CC)=O N-[(1R)-1-[3-fluoro-5-(4-methylpiperazin-1-yl)phenyl]ethyl]propionamide